copper-gold-palladium [Pd].[Au].[Cu]